BrC1=C(C=NN1CC)CC1=CC=NN1C1=C(C=C(C=C1)F)I 5-((5-bromo-1-ethyl-1H-pyrazol-4-yl)methyl)-1-(4-fluoro-2-iodophenyl)-1H-pyrazole